C1(CCCCC1)C[C@@H](C(N[C@@H](CCC(N(CCOCCOCC)C)=O)CO)=O)NC(OCC1=CC(=CC=C1)Cl)=O 3-Chlorobenzyl ((13S,16S)-17-cyclohexyl-13-(hydroxymethyl)-9-methyl-10,15-dioxo-3,6-dioxa-9,14-diazaheptadecan-16-yl)carbamate